N1(N=CN=C1)C1CN(CC1)C1=NN=C(O1)C=1C=NC(=NC1)NC1CC2=CC(=C(C=C2C1)F)F 5-(5-(3-(1H-1,2,4-triazol-1-yl)pyrrolidin-1-yl)-1,3,4-oxadiazol-2-yl)-N-(5,6-difluoro-2,3-dihydro-1H-inden-2-yl)pyrimidin-2-amine